CC(C)(C)OC(CC=1C=C2CCN(CC2=CC1)C(=O)OCC1=CC=CC=C1)=O benzyl 6-[2-[(2-methylpropan-2-yl)oxy]-2-oxoethyl]-3,4-dihydro-1H-isoquinoline-2-carboxylate